CC1=C(OC2=C1C=CC=C2)C(=O)NC(CCC=CC(=O)[O-])C=O 6-(3-methylbenzofuran-2-carboxamido)-7-oxohept-2-enoate